FC(C1=NN=C(O1)C=1C=CC(=NC1)CN1C(C2=CC(=CC=C2C(C1=O)(C)C)C1CCN(CC1)C(C)C)=O)F 2-((5-(5-(difluoromethyl)-1,3,4-oxadiazole-2-yl)pyridine-2-yl)methyl)-7-(1-isopropylpiperidine-4-yl)-4,4-dimethylisoquinoline-1,3(2H,4H)-dione